3-(1-oxo-5-(piperazin-1-yl)isoindolin-2-yl)piperidine-2,6-dione hydrochloride salt Cl.O=C1N(CC2=CC(=CC=C12)N1CCNCC1)C1C(NC(CC1)=O)=O